FC=1C=C(C=C(C1)F)CN(C(=O)NCC1=CC=C(C=C1)OCC(C)C)C1CCN(CC1)C 1-[(3,5-difluorophenyl)methyl]-1-(1-methylpiperidin-4-yl)-3-{[4-(2-methylpropyloxy)phenyl]methyl}urea